N1C(=NC2=C1C=CC=C2)NC(C2=C(C=C(C=C2)F)F)=O N-(1H-benzo[D]imidazol-2-yl)-2,4-difluorobenzamide